BrC1=C(C=NC2=CC=C(C=C12)Cl)N1CCSCC1 4-(4-bromo-6-chloro-3-quinolyl)thiomorpholine